COC=1C=C(C=CC1OC)C(C)=O 1-(3,4-Dimethoxyphenyl)ethane-1-one